Trihydroxypropane triacrylate C(C=C)(=O)O.C(C=C)(=O)O.C(C=C)(=O)O.OC(CC)(O)O